(R)-N-[(1S)-1-cyclobutylethyl-ethyl]-2-methyl-2-propanesulfinamide C1(CCC1)C(C)[C@H](C)N[S@](=O)C(C)(C)C